OC(CC(=O)[O-])(CC(=O)[O-])C(=O)[O-].[NH4+].[NH4+].[NH4+] Ammonium 2-hydroxypropane-1,2,3-tricarboxylate